CC1([C@H](C1)C(=O)N1CC2(C1)CN(CC2C(=O)O)C(=O)C2=C(N=C(S2)C)C)C 2-((S)-2,2-dimethylcyclopropane-1-carbonyl)-6-(2,4-dimethylthiazole-5-carbonyl)-2,6-diazaspiro[3.4]octane-8-carboxylic acid